2-isopropyl-3-phenylpyrimido[4,5-b][1,5]naphthyridine-4,5(3H,10H)-dione C(C)(C)C=1N(C(C2=C(NC3=CC=CN=C3C2=O)N1)=O)C1=CC=CC=C1